5-[2-fluoro-6-hydroxy-4-[(4-methoxy-1-piperidinyl)methyl]phenyl]-1,1-dioxo-1,2,5-thiadiazolidin-3-one FC1=C(C(=CC(=C1)CN1CCC(CC1)OC)O)N1CC(NS1(=O)=O)=O